CC1=C(C(=CC=C1)C)NC1=NN(C2=NC(=NC=C21)NC2=CC=C1CCN(CC1=C2)CCC2(CCN(CC2)C(=O)OC(C)(C)C)O)C tert-butyl 4-(2-(7-((3-((2,6-dimethylphenyl)amino)-1-methyl-1H-pyrazolo[3,4-d]pyrimidin-6-yl)amino)-3,4-dihydroisoquinolin-2(1H)-yl)ethyl)-4-hydroxypiperidine-1-carboxylate